6-bromo-4-hydroxy-1-(2-methoxyethyl)-2-oxo-1,2-dihydro-1,5-naphthyridine-3-carbonitrile BrC=1N=C2C(=C(C(N(C2=CC1)CCOC)=O)C#N)O